(3-fluoro-5-(1-(6-fluoropyridin-3-yl)-1H-pyrazol-4-yl)phenyl)methanamine hydrochloride Cl.FC=1C=C(C=C(C1)C=1C=NN(C1)C=1C=NC(=CC1)F)CN